tert-butyl 4-(5-bromo-7-fluoro-2H-indazol-2-yl)piperidine-1-carboxylate BrC1=CC2=CN(N=C2C(=C1)F)C1CCN(CC1)C(=O)OC(C)(C)C